tert-butyl 2-[(1r,4r)-4-[[1-(2,6-dioxopiperidin-3-yl)-3-methyl-2-oxo-1,3-benzodiazol-5-yl]methyl]cyclohexyl]acetate O=C1NC(CCC1N1C(N(C2=C1C=CC(=C2)CC2CCC(CC2)CC(=O)OC(C)(C)C)C)=O)=O